1-((5-(2H-1,2,3-triazol-2-yl)pyridin-2-yl)methyl)-4-cyclobutylpiperazine-2,3-dione N=1N(N=CC1)C=1C=CC(=NC1)CN1C(C(N(CC1)C1CCC1)=O)=O